6-(tert-butyl)-13-methoxy-2-oxo-6,7-dihydro-2H-pyrido[2',1':3,4]pyrazino[1,2-b]indazole-3-carboxylic acid ethyl ester C(C)OC(=O)C=1C(C=C2N(C(CN3N=C4C=CC=C(C4=C32)OC)C(C)(C)C)C1)=O